O=C1N(N=C2N1[C@H](CCC2)C(=O)O)CC2=NC=CC(=C2)C(F)(F)F |r| (5RS)-3-Oxo-2-{[4-(trifluoromethyl)pyridin-2-yl]methyl}-2,3,5,6,7,8-hexahydro[1,2,4]triazolo[4,3-a]pyridine-5-carboxylic acid